cinnamoylaminopyrazolo[3,4-d]pyrimidine C(C=CC1=CC=CC=C1)(=O)NC1=NNC2=NC=NC=C21